ClC1=CC=C2C(C(CS(C2=C1)(=O)=O)C(C(=O)OCC)=O)=O Ethyl 2-(7-chloro-1,1-dioxido-4-oxothiochroman-3-yl)-2-oxoacetate